C(CCC)C=1OC2=C(N1)C=CC(=C2C)OC\C(\CN)=C\F (E)-2-(((2-butyl-7-methylbenzo-[d]oxazol-6-yl)-oxy)methyl)-3-fluoroprop-2-en-1-amine